(benzyloxy)-6-bromo-N-(2-(trifluoromethyl)pyridin-4-yl)picolinamide C(C1=CC=CC=C1)OC=1C(=NC(=CC1)Br)C(=O)NC1=CC(=NC=C1)C(F)(F)F